S1C(=CC=C1)C=1SC=CC1C1=CSC=C1 2,2':3',3''-Terthiophene